C1(=CC=CC=C1)P(=O)(OC1=C(O)C=CC(=C1)C(C)(C)C1=CC=C(C=C1)O)C1=CC=CC=C1 Diphenylphosphinoyloxybisphenol A